Cl.Cl.NC1(N)C(C=C(C=C1)N)N 1,2,4-triaminoaniline dihydrochloride